1,2-Bis(3-chloro-propylamino)ethane ClCCCNCCNCCCCl